ClC1=CC2=C(NC=3C(=CNCC(C32)(C)C)C(=O)OC(C)C)N=C1 Isopropyl 3-chloro-5,5-dimethyl-5,6,7,10-tetrahydropyrido[3',2':4,5]pyrrolo[2,3-d]azepine-9-carboxylate